S(=O)(=O)(C1=CC=C(C)C=C1)N1C=CC=2CCC(CC12)CO (1-tosyl-4,5,6,7-tetrahydro-1H-indol-6-yl)methanol